FC=1C=CC(=C(C1)C=O)OC (5-fluoro-2-methoxyphenyl)methanon